FC1(OC2=C(O1)C=CC(=C2)CCN2[C@H]([C@H]([C@@H]([C@H](C2)O)O)O)CO)F (2S,3R,4R,5S)-1-(2-(2,2-difluorobenzo[d][1,3]dioxol-5-yl)ethyl)-2-(hydroxymethyl)piperidine-3,4,5-triol